4-(4-(3-ethyl-3-fluoroazetidin-1-yl)piperidin-1-yl)aniline C(C)C1(CN(C1)C1CCN(CC1)C1=CC=C(N)C=C1)F